4-(dibenzo[b,d]furan-4-yl)-6-(2,4,6-tris(prop-2-yl-d7)phenyl)pyrimidine C1=CC=C(C=2OC3=C(C21)C=CC=C3)C3=NC=NC(=C3)C3=C(C=C(C=C3C(C([2H])([2H])[2H])(C([2H])([2H])[2H])[2H])C(C([2H])([2H])[2H])(C([2H])([2H])[2H])[2H])C(C([2H])([2H])[2H])(C([2H])([2H])[2H])[2H]